ClC1=CC=C2C(=NC(N(C2=C1)C1=CC(=CC=C1)CCOC1=NC=NC=C1)=O)NC 7-chloro-4-(methylamino)-1-(3-(2-(pyrimidin-4-yloxy)ethyl)phenyl)quinazolin-2(1H)-one